4-Isoamylresorcinol C(CC(C)C)C1=C(C=C(O)C=C1)O